FC(C(=O)O)(F)F.FC1=C(C=CC=2N(C(N(C21)C)=O)C2C(NC(CC2)=O)=O)N2CCNCC2 3-(4-Fluoro-3-methyl-2-oxo-5-(piperazin-1-yl)-2,3-dihydro-1H-benzo[d]imidazol-1-yl)piperidine-2,6-dione trifluoroacetate